NC1=C(C=C(C=C1Cl)C(CNC(C)(C)C)O)Cl 1-(4-amino-3,5-dichlorophenyl)-2-(tert-butylamino)ethanol